N,N-bisaminopropylbutylamine NCCCN(CCCN)CCCC